C(C)(C)(C)N1C[C@H]([C@@H](C1)C1=CC=C(C=C1)Cl)C(=O)N1C[C@H](C[C@H]1C(=O)N1CCOCC1)N(C(CC(CC)C)=O)C1CCC(CC1)C N-((3S,5S)-1-((3S,4R)-1-(tert-butyl)-4-(4-chlorophenyl)pyrrolidine-3-carbonyl)-5-(morpholine-4-carbonyl)pyrrolidin-3-yl)-3-methyl-N-((1s-4R)-4-methylcyclohexyl)pentanamide